BrC1=C2CC[C@@H](C2=CC=C1C#N)O (S)-4-bromo-1-hydroxy-2,3-dihydro-1H-indene-5-carbonitrile